O=C1C=CC(=NN1CC(=O)NCCC1=CC=CC=C1)C1=CC=C(C=C1)C 2-(6-oxo-3-(p-tolyl)pyridazin-1(6H)-yl)-N-phenethylacetamide